N(=[N+]=[N-])C1=NC(=NC=C1[C@@](CO[Si](C)(C)C(C)(C)C)([C@H](CC(=C)C)O)C)SC |o1:9,19| rel-(2S,3S)-2-(4-azido-2-methylsulfanyl-pyrimidin-5-yl)-1-[tert-butyl(dimethyl)silyl]oxy-2,5-dimethyl-hex-5-en-3-ol